6-Hydroxy-1-(4-methoxyphenyl)hexan-3-one OCCCC(CCC1=CC=C(C=C1)OC)=O